C(C)C1=C(OC2=C1C=C(C=C2)F)C=O 3-ethyl-5-fluoro-1-benzofuran-2-carbaldehyde